NC=1C2=C(N=C(N1)C)C=CC(=N2)C=2C=C(C=CC2)C#C[C@](C)(O)C2=C(N=CS2)C (S)-4-(3-(4-amino-2-methylpyrido[3,2-d]pyrimidin-6-yl)phenyl)-2-(4-methylthiazol-5-yl)but-3-yn-2-ol